tert-butyl N-[(1R)-1-(2-chloroacetyl)-3-methyl-butyl]carbamate ClCC(=O)[C@@H](CC(C)C)NC(OC(C)(C)C)=O